mesitylene ruthenium chloride [Ru](Cl)(Cl)Cl.C1(=CC(=CC(=C1)C)C)C